(S)-(1-((2-(3',4'-difluoro-[1,1'-biphenyl]-4-yl)ethyl)amino)-1-oxopent-2-yl)carbamic acid tert-butyl ester C(C)(C)(C)OC(N[C@H](C(=O)NCCC1=CC=C(C=C1)C1=CC(=C(C=C1)F)F)CCC)=O